3-(4-Acetoxyphenyl)propionic acid C(C)(=O)OC1=CC=C(C=C1)CCC(=O)O